Cl.N[C@H](CO)C1=CC(=C(C=C1)Cl)C1=NC=CC=C1Cl (S)-2-amino-2-(4-chloro-3-(3-chloropyridin-2-yl)phenyl)ethan-1-ol hydrochloride